N-{2-[3-(4-tert-butylphenyl)ureido]ethyl}acetamide benzyl-(1-(4-chloro-2,3-dimethylphenoxy)-2,4-dimethylpentan-2-yl)carbamate C(C1=CC=CC=C1)N(C(O)=O)C(COC1=C(C(=C(C=C1)Cl)C)C)(CC(C)C)C.C(C)(C)(C)C1=CC=C(C=C1)NC(NCCNC(C)=O)=O